F[C@@H]1CN(CC[C@@H]1NC=1N=C(C2=C(N1)NC=C2C=2C=CC=1N(N2)C=CN1)NC)C N2-((3R,4S)-3-fluoro-1-methylpiperidin-4-yl)-5-(imidazo[1,2-b]pyridazin-6-yl)-N4-methyl-7H-pyrrolo[2,3-d]pyrimidine-2,4-diamine